N-(2-((5-cyanopyrimidin-2-yl)amino)-2-(2,4-difluorophenyl)ethyl)ethanesulfonamide C(#N)C=1C=NC(=NC1)NC(CNS(=O)(=O)CC)C1=C(C=C(C=C1)F)F